C12(CC3CC(CC(C1)C3)C2)C(C(=O)N)O (1-adamantyl)-2-hydroxy-acetamide